methyl (S)-3-(6-fluoropyridin-3-yl)-2-((4-nitrophenyl)sulfonamido)propanoate FC1=CC=C(C=N1)C[C@@H](C(=O)OC)NS(=O)(=O)C1=CC=C(C=C1)[N+](=O)[O-]